NC(CC(=O)O)C(NC(COC(=O)C1CC1)C(C)C)=O 3-amino-3-{[1-(cyclopropanecarbonyloxy)-3-methylbutan-2-yl]carbamoyl}propanoic acid